C(C=C)(=O)N1CCN(CC1)C1=NC=NC2=CC(=C(C=C12)C#N)C1=C(C=CC=C1)F 4-(4-acryloyl-piperazin-1-yl)-7-(2-fluorophenyl)quinazoline-6-carbonitrile